C1(=CC=CC=C1)C(CC1=NC=CC2=CC=CC=C12)C1=CC=CC=C1 1-(2,2-diphenylethyl)isoquinoline